N1(CCCCC1)C1=C(C=CC=C1)NS(=O)(=O)C1=CC=C(C=C1)NC(=O)NCC=1C=NC=CC1 1-(4-{[2-(piperidin-1-yl)phenyl]sulfamoyl}phenyl)-3-(pyridin-3-ylmethyl)urea